5,15,20-triphenyl-9H,10H-porphyrin-10-yl-phenol C1(=CC=CC=C1)C1=C2C=CC(N2)=C(C=2C=CC(=C(C3=CC=C(C(C4C=CC1=N4)C4=C(C=CC=C4)O)N3)C3=CC=CC=C3)N2)C2=CC=CC=C2